5-[2-(3-tert-Butylphenylamino)-1-hydroxyethyl]-1,3-oxazol-2(3H)-one C(C)(C)(C)C=1C=C(C=CC1)NCC(O)C1=CNC(O1)=O